4-chloro-5-iodo-7H-pyrrolo[2,3-d]Pyrimidine ClC=1C2=C(N=CN1)NC=C2I